OC1=C(C=CC(=C1)OCCO)C1=NC(=NC(=N1)C1=C(C=C(C=C1)OCCO)O)C1=CC=C(C=C1)Cl 2,4-bis[2-hydroxy-4-(2-hydroxy-ethoxy)phenyl]-6-(4-chlorophenyl)-s-triazine